[6-(5-cyclopropyl-4H-1,2,4-triazol-3-yl)-2-azaspiro[3.3]heptan-2-yl]-[6-[(3-phenyl-1,2,4-oxadiazol-5-yl)methyl]-2,6-diazaspiro[3.3]heptan-2-yl]methanone C1(CC1)C=1NC(=NN1)C1CC2(CN(C2)C(=O)N2CC3(C2)CN(C3)CC3=NC(=NO3)C3=CC=CC=C3)C1